(1R)-1-pyridin-4-ylethanol N1=CC=C(C=C1)[C@@H](C)O